F[C@H]1[C@@H]2CC[C@H](C[C@H]1OC1=CC=C(N=N1)C1=C(C=C(C=C1)C=1C=NNC1)O)N2 2-(6-(((1s,2s,3r,5r)-2-fluoro-8-azabicyclo[3.2.1]oct-3-yl)oxy)pyridazin-3-yl)-5-(1H-pyrazol-4-yl)phenol